N-[(2RS)-1-chloro-3-(2-chloro-4-methylphenyl)propan-2-yl]-3-(3-chlorophenoxy)-N'-hydroxy-6-methylpyridazine-4-carboximidamide ClC[C@@H](CC1=C(C=C(C=C1)C)Cl)NC(=NO)C1=C(N=NC(=C1)C)OC1=CC(=CC=C1)Cl |r|